C(C=C)CCOS allylethyl-mercaptoether